C(C)(C)(C)N1N=NC(=C1)C(=O)NCC1=C(C=C(C=C1)C1=C(C=NC=C1N1C[C@@H](CCC1)N(C(C=C)=O)C)C#N)C (R)-1-(tert-butyl)-N-(4-(3-cyano-5-(3-(N-methylacrylamido)piperidin-1-yl)pyridin-4-yl)-2-methylbenzyl)-1H-1,2,3-triazole-4-carboxamide